C1(CC1)NC(=O)C1=C(N(C(C(=C1OC1=CC(=CC=C1)CS(NC)(=O)=O)C)=O)C)NC1=C(C=C(C=C1)I)F N-cyclopropyl-2-((2-fluoro-4-iodophenyl)amino)-1,5-dimethyl-4-(3-((N-methylsulfamoyl)methyl)phenoxy)-6-oxo-1,6-dihydropyridine-3-carboxamide